4-methylphenyl carbonate C(OC1=CC=C(C=C1)C)([O-])=O